(1,4-dibenzylpiperazin-2-yl)methane-d C(C1=CC=CC=C1)N1C(CN(CC1)CC1=CC=CC=C1)C[2H]